FCC1(NC(NC1=O)=O)C1=CC=C(C(=O)O)C=C1 4-(4-fluoromethyl-2,5-dioxo-imidazolidin-4-yl)benzoic acid